C(C)(C)(C)OC(=O)N1CC(CC1)C1=CC(=CC=C1)OC(F)(F)F 3-(3-(Trifluoromethoxy)phenyl)pyrrolidine-1-carboxylic acid tert-butyl ester